O1COC2=C1C=CC(=C2)C2=NC=NN1C2=CC(=C1)C(=O)N1CCCCC1 (4-(benzo[d][1,3]dioxol-5-yl)pyrrolo[2,1-f][1,2,4]triazin-6-yl)(piperidin-1-yl)methanone